IC1=CC=C2CC3(CCN(CC3)C(=O)OC(C)(C)C)OC(C2=C1)=O tert-Butyl 7-iodo-1-oxospiro[isochroman-3,4'-piperidine]-1'-carboxylate